CN(S(=O)(=O)C)CC1=CC=C(C=C1)CN1C(NC2=C1C=CC=C2)=O N-methyl-N-({4-[(2-oxo-2,3-dihydro-1H-benzimidazol-1-yl)methyl]phenyl}methyl)methanesulfonamide